BrC1=C(C(=CC(=C1)C(C)(C)C1=CC=CC=C1)Br)Cl 1,3-dibromo-2-chloro-5-(2-phenylprop-2-yl)benzene